8-oxa-1,6,12-triazatricyclo[8.4.0.0{2,7}]Tetradec-2,4,6-triene-5-carboxamide N12C3=CC=C(N=C3OCC2CNCC1)C(=O)N